ClC=1C=C(C2=C(N=C(O2)CSC=2NC(C3=C(N2)N(N=C3)C3CCOCC3)=O)C1)Cl 6-(((5,7-Dichlorobenzo[d]oxazol-2-yl)methyl)thio)-1-(tetrahydro-2H-pyran-4-yl)-1,5-dihydro-4H-pyrazolo[3,4-d]pyrimidin-4-one